(S)-o-nitrophenyl glycidyl Ether C([C@@H]1CO1)OC1=C(C=CC=C1)[N+](=O)[O-]